BrC=1C(=C(OCC(O)C2=C(C=C(C=C2)Cl)OC)C=CC1)I 2-(3-Bromo-2-iodophenoxy)-1-(4-chloro-2-methoxyphenyl)ethane-1-ol